FC(C=1C=C(C=CC1)C1=CC=C(C=C1)C=O)(F)F 3'-trifluoromethyl-biphenyl-4-formaldehyde